COC=1C=C2CC(CC2=CC1)(C)C 5-methoxy-2,2-dimethyl-2,3-dihydroindene